ClC1=NC=C(C=C1OCC1=CC(=CC(=C1)S(=O)(=O)C)F)F 2-chloro-5-fluoro-3-[(3-fluoro-5-methanesulfonylphenyl)methoxy]pyridine